N1=CC(=CC=C1)C#CC=1SC=C(N1)\C=N/O (Z)-2-(pyridin-3-ylethynyl)thiazole-4-carbaldehyde oxime